FC1(CN(C[C@H]([C@@H]1NC(=O)C1=CC(=CC=2N(C=NC21)CC(F)(F)F)C#CCNC=2C(OC)=CC=C(C2)C(NC)=O)C)C)F N-[(4S,5R)-3,3-difluoro-1-methyl-5-methyl-4-piperidyl]-6-{3-[4-(N-methylcarbamoyl)-2-anisidino]-1-propynyl}-1-(2,2,2-trifluoroethyl)-1H-benzo[d]imidazole-4-carboxamide